C(C)(C)(C)N1CCC2(CC1)CC=1C(=NC(=CC1)OC)C2=O tert-butyl-2-methoxy-7-oxo-5,7-dihydrospiro[cyclopenta[b]pyridine-6,4'-piperidine]